CC1=C(C#N)C=CC=C1[C@@H](C)NC=1C=2C(N=C(N1)C)=C(C(N(C2)N2CCOCC2)=O)C=2C=NC(=CC2)N2CCCC2 (R)-2-methyl-3-(1-((2-methyl-6-morpholinyl-7-oxo-8-(6-(pyrrolidin-1-yl)pyridin-3-yl)-6,7-dihydropyrido[4,3-d]pyrimidin-4-yl)amino)ethyl)benzonitrile